CC1=CC=CC(=N1)C1=C(N=CN1COCC[Si](C)(C)C)C=1C=C2C=C(C=NC2=CC1)C=1C=C(SC1)C(=O)OC methyl 4-(6-(5-(6-methylpyridin-2-yl)-1-((2-(trimethylsilyl)ethoxy)methyl)-1H-imidazol-4-yl)quinolin-3-yl)thiophene-2-carboxylate